Cl.Cl.ClC=1C(=NC=C(C1)CN(C)C)[C@H](C(F)(F)F)N (R)-1-(3-Chloro-5-((dimethylamino)methyl)pyridin-2-yl)-2,2,2-trifluoroethan-1-amine dihydrochloride